[4-(2-cyanophenoxy)phenyl]boronic acid C(#N)C1=C(OC2=CC=C(C=C2)B(O)O)C=CC=C1